C(C)(C)(C)C1=C(C=CC(=C1)C(C)(C)C)OP(OC1=C(C=C(C=C1)C(C)(C)C)C(C)(C)C)OC1=C(C=C(C=C1)C(C)(C)C)C(C)(C)C.COC1=C(OC(C)Br)C=C(C=C1)[N+](=O)[O-] (2-methoxy-5-nitro-phenoxy)bromoethane tri(2,4-di-tertiary butyl-phenyl)phosphite